C(C)O[C@H](C)N1N=CC(=C1)C1=C(C=2N(C=N1)N=C(N2)N[C@H]2[C@@H](CC2)C(F)(F)F)OC(C)C |&1:3| rac-7-(1-(1-ethoxyethyl)-1H-pyrazol-4-yl)-8-isopropoxy-N-(trans-2-(trifluoromethyl)cyclobutyl)-[1,2,4]triazolo[1,5-c]pyrimidin-2-amine